FC=1C=C(C=C2C(=NC(=NC12)OC[C@]12CCCN2C[C@@H](C1)F)N1C[C@](CCC1)(C)O)C 8-fluoro-2-(((2R,7aS)-2-fluorotetrahydro-1H-pyrrolizin-7a(5H)-yl)methoxy)-4-((R)-3-hydroxy-3-methylpiperidin-1-yl)-6-methylquinazolin